C(C1=CC=CC=C1)SC1=CC=C(C(=N1)C=O)F 6-(benzylthio)-3-fluoropyridine-carboxaldehyde